tert-butyl 2-[(3S)-5-(4-chlorophenyl)-6-ethyl-2-oxo-1,3-dihydrothieno[2,3-e][1,4]diazepin-3-yl]acetate ClC1=CC=C(C=C1)C=1C2=C(NC([C@@H](N1)CC(=O)OC(C)(C)C)=O)SC=C2CC